COC(C1=CC=C(C=C1)C=1NC=C(N1)C)=O.C(=O)C1=CC=C(C=C1)C1=CC(=CC(=C1)C1=CC=C(C=C1)C=O)C1=CC=C(C=C1)C=O 1,3,5-tris(4-formylphenyl)benzene methyl-4-(4-methyl-1H-imidazol-2-yl)benzoate